(2S)-N-(4-amino-3,4-dioxo-1-((S)-2-oxopyrrolidin-3-yl)butan-2-yl)-2-((E)-3-(2,4-dichlorophenyl)acrylamido)-4,4-dimethylpentanamide NC(C(C(C[C@H]1C(NCC1)=O)NC([C@H](CC(C)(C)C)NC(\C=C\C1=C(C=C(C=C1)Cl)Cl)=O)=O)=O)=O